methyl 6-(4-(1-(tert-butoxycarbonyl)piperidin-3-yloxy)phenyl)quinoline-4-carboxylate C(C)(C)(C)OC(=O)N1CC(CCC1)OC1=CC=C(C=C1)C=1C=C2C(=CC=NC2=CC1)C(=O)OC